(2-(2,2-difluoroethoxy)pyridin-4-yl)methanamine FC(COC1=NC=CC(=C1)CN)F